(4-((2-(1H-pyrazol-4-yl)ethyl)amino)-5,6-dimethylpyrimidin-2-yl)(3-(3-chlorophenyl)morpholino)meth-anone N1N=CC(=C1)CCNC1=NC(=NC(=C1C)C)C(=O)N1C(COCC1)C1=CC(=CC=C1)Cl